Tetramethyl propane-1,3-diylbis(phosphonate) C(CCP(OC)(OC)=O)P(OC)(OC)=O